Monooxetan O1CCC1